COC1=CC=C(C=C1)C(OCC(CO)(C)COCCCCBr)(C1=CC=CC=C1)C1=CC=C(C=C1)OC 3-(bis(4-methoxyphenyl)(phenyl)methoxy)-2-((4-bromobutoxy)methyl)-2-methylpropan-1-ol